O=C1NC2=C(C=CC=C2C1(C1=CC=C(C=C1)OC(F)(F)F)N1CCC(=CC1)B(O)O)C(F)(F)F (1-(2-oxo-3-(4-(trifluoromethoxy)phenyl)-7-(trifluoromethyl)indolin-3-yl)-1,2,3,6-tetra-hydropyridin-4-yl)boronic acid